tert-butyl 6-[8-([8-fluoro-2-methylimidazo[1,2-a]pyridin-6-yl] carbamoyl)cinnolin-5-yl]-2,6-diazaspiro[3.3]heptane-2-carboxylate FC=1C=2N(C=C(C1)NC(=O)C=1C=CC(=C3C=CN=NC13)N1CC3(CN(C3)C(=O)OC(C)(C)C)C1)C=C(N2)C